6-azaspiro[3.3]heptane C1CCC12CNC2